C(CCCCN)CCCN 1,8-octamethylenediamine